ClC=1C=CC2=C([C@](C(CCN2C(=O)C=2C=CC(=NC2)NC(=O)C=2C(=CC=C(C2)F)C2=C(C=CC=C2)F)(F)F)(CO)O)C1 N-{5-[(5R)-7-chloro-4,4-difluoro-5-hydroxy-5-(hydroxymethyl)-2,3,4,5-tetrahydro-1H-1-benzazepin-1-carbonyl]pyridin-2-yl}-2',4-difluoro-[1,1'-biphenyl]-2-carboxamide